Phenyl 5-[(3R)-3-{[(tert-butoxy)carbonyl] amino}piperidine-1-carbonyl]-2-[1-(cyclopropylmethyl)-1H-pyrrolo[2,3-b]pyridin-2-yl]-1-methyl-1H-1,3-benzodiazole-7-carboxylate C(C)(C)(C)OC(=O)N[C@H]1CN(CCC1)C(=O)C1=CC2=C(N(C(=N2)C2=CC=3C(=NC=CC3)N2CC2CC2)C)C(=C1)C(=O)OC1=CC=CC=C1